2-(5-phenyl-4H-1,2,4-triazol-3-yl)piperidin C1(=CC=CC=C1)C=1NC(=NN1)C1NCCCC1